N-(3-(6-(difluoromethyl)pyridin-2-yl)-1-((1r,4r)-4-morpholinocyclohexyl)-1H-pyrazol-4-yl)-2-(1H-pyrazol-4-yl)oxazole-4-carboxamide FC(C1=CC=CC(=N1)C1=NN(C=C1NC(=O)C=1N=C(OC1)C=1C=NNC1)C1CCC(CC1)N1CCOCC1)F